1,1-difluoro-N-[3-fluoro-4-[5-[2-[[(3S,5S)-5-fluoro-3-piperidyl]amino]pyrimidin-4-yl]-2-methyl-thiazol-4-yl]oxy-2-methyl-phenyl]methanesulfonamide FC(S(=O)(=O)NC1=C(C(=C(C=C1)OC=1N=C(SC1C1=NC(=NC=C1)N[C@@H]1CNC[C@H](C1)F)C)F)C)F